N[C@@H](C)[C@H]1C[C@H](CCC1)NC(OC(C)(C)C)=O tert-Butyl {(1S,3R)-3-[(1S)-1-aminoethyl]cyclohexyl}carbamate